C(C)(C)(C)OC(=O)N1[C@@H](COCC1)C=1C=C(C=C2CCN(CC12)C(C(C)(C)O)=O)C=1C=C2C(=NC1)N(C=C2C#N)C(=O)OC(C)(C)C (R)-3-(6-(1-(t-Butoxycarbonyl)-3-cyano-1H-pyrrolo[2,3-b]pyridin-5-yl)-2-(2-hydroxy-2-methylpropanoyl)-1,2,3,4-tetrahydroisoquinolin-8-yl)morpholine-4-carboxylic acid tert-butyl ester